ClC1=C2C(=NC=C1C=1C=C(C=CC1)N1C([C@@H](CCC1)CO)=O)NC=C2CC (S)-1-(3-(4-chloro-3-ethyl-1H-pyrrolo[2,3-b]pyridin-5-yl)phenyl)-3-(hydroxymethyl)piperidin-2-one